2-(1H-indol-3-yl)-ethyl acetate C(C)(=O)OCCC1=CNC2=CC=CC=C12